racemic-tert-butyl (7-bromo-4b-hydroxy-4-nitro-10-oxo-4b,10-dihydro-9bH-indeno[1,2-b]benzofuran-9b-yl)carbamate BrC1=CC2=C(C3(C(O2)(C2=C(C=CC=C2C3=O)[N+](=O)[O-])O)NC(OC(C)(C)C)=O)C=C1